ClC1=CC=C(S1)COC1=CC=CC(=N1)C1=CC(=C(CC2=NC3=C(N2C[C@H]2OCC2)C=C(C=C3F)C(=O)O)C=C1F)F (S)-2-(4-(6-((5-chlorothiophen-2-yl)methoxy)pyridin-2-yl)-2,5-difluorobenzyl)-4-fluoro-1-(oxetan-2-ylmethyl)-1H-benzo[d]imidazole-6-carboxylic acid